bis((4R,4aS,7aR,12bS)-3-allyl-4a-hydroxy-7-oxo-2,3,4,4a,5,6,7,7a-octahydro-1H-4,12-methanobenzofuro[3,2-e]isoquinolin-9-yl)(cyclohexane-1,4-diylbis(methylene)) bis(carbonate) C(OCC1CCC(CC1)C(C1=CC=C2C3=C1O[C@@H]1[C@]34CCN([C@@H]([C@@]4(CCC1=O)O)C2)CC=C)(C2=CC=C1C4=C2O[C@@H]2[C@]43CCN([C@@H]([C@@]3(CCC2=O)O)C1)CC=C)OC([O-])=O)([O-])=O